1-Methyl-1-ethylpiperidinium fluorid (1R,3S)-3-(1-(tert-butyl)-5-((2-methylpyridin-4-yl)amino)-1H-pyrazol-3-yl)cyclopentyl-bicyclo[1.1.1]pentan-1-ylcarbamate C(C)(C)(C)N1N=C(C=C1NC1=CC(=NC=C1)C)[C@@H]1C[C@@H](CC1)N(C([O-])=O)C12CC(C1)C2.[F-].C[N+]2(CCCCC2)CC.C[N+]2(CCCCC2)CC